CO[Si](CCC[N-]CCCCCCCCCCCCCCCCCC)(OC)OC N-(3-trimethoxysilylpropyl)octadecylamide